CN[C@@H]1[C@H](C[C@H](CC1)C1=CC(=CC=C1)C(F)(F)F)N(C)C (1S,2S,4S)-N1,N2,N2-Trimethyl-4-(3-(trifluoromethyl)phenyl)cyclohexane-1,2-diamine